N-(4,4-diethyl-7-(trifluoromethyl)-4H-chromeno[4,3-d]thiazol-2-yl)-4,6-bis(methoxy-d3)pyrimidine-5-carboxamide C(C)C1(OC=2C=C(C=CC2C=2N=C(SC21)NC(=O)C=2C(=NC=NC2OC([2H])([2H])[2H])OC([2H])([2H])[2H])C(F)(F)F)CC